4-aminonaphthalene-1,8-dicarboxylic acid NC1=CC=C(C2=C(C=CC=C12)C(=O)O)C(=O)O